C(#N)C1=CC(=C(COC2=CC=CC(=N2)C=2CCN(CC2)CC2=NC3=C(N2C[C@H]2OCC2)C=C(C=C3)C(=O)O)C=C1)F (S)-2-((6-((4-cyano-2-fluorobenzyl)oxy)-3',6'-dihydro-[2,4'-bipyridin]-1'(2'H)-yl)methyl)-1-(oxetan-2-ylmethyl)-1H-benzo[d]imidazole-6-carboxylic acid